ClCCCS(=O)(=O)C1=CC=C(C=C1)Br (3-chloropropylsulfonyl)-4-bromobenzene